C(C)(C)(C)C1=CC=C(C=C1)C1NC=2C=CC3=C(C2C=2CC(CC(C12)=O)(C)C)C=CC=C3 5-(4-(tert-butyl)phenyl)-2,2-dimethyl-2,3,5,6-tetrahydrobenzo[a]phenanthridin-4(1H)-one